1-(3,5-dichlorophenyl)-1H-1,2,3-triazole-4-carboxylic acid ClC=1C=C(C=C(C1)Cl)N1N=NC(=C1)C(=O)O